BrCC(=O)C1=CC=C(C=C1)C(F)F 2-bromo-1-(4-(difluoromethyl)phenyl)ethanone